1-(2,2-difluoropropyl)-6-(2-(2-methyl-6-(trifluoromethyl)pyrimidin-4-yl)-2,6-diazaspiro[3.4]octan-6-yl)-1H-pyrazolo[3,4-d]pyrimidine FC(CN1N=CC=2C1=NC(=NC2)N2CC1(CN(C1)C1=NC(=NC(=C1)C(F)(F)F)C)CC2)(C)F